[Se].[B].[Bi] bismuth-boron-selenium